C(CC(O)(C(=O)[O-])CC(=O)[O-])(=O)[O-].[Na+].CC(CC(C)=O)(C)NC(C(=C)C)=O.[Na+].[Na+] N-(1,1-dimethyl-3-oxobutyl)methacrylamide sodium citrate